ClC1=C(C=C(OC=2N=NNC2)C=C1)OC1CCC1 4-(4-chloro-3-cyclobutoxyphenoxy)-1H-1,2,3-triazole